N-acetoxy-3-cyclohexylpropionamide C(C)(=O)ONC(CCC1CCCCC1)=O